FC=1C(=C2C(=C(NC2=C(C1)C(=O)N)C)C)C1=C2CCN(CC2=CC=C1)C#CC 5-fluoro-2,3-dimethyl-4-(2-propynyl-1,2,3,4-tetrahydroisoquinolin-5-yl)-1H-indole-7-carboxamide